CC(CC)(CC)[O-].C(#N)C1=CC=C(C=C1)C#CC1=CC=C(C=C1)C#N 1,2-bis(4-cyanophenyl)acetylene 3-methylpentan-3-olat